(R)-2-methyl-6-(2,3,5,6-tetrafluoro-4'-((2-hydroxypyrrolidin-1-yl)methyl)-[1,1'-biphenyl]-4-yl)-1H-benzo[d]imidazole-4-carboxylic acid CC1=NC2=C(N1)C=C(C=C2C(=O)O)C2=C(C(=C(C(=C2F)F)C2=CC=C(C=C2)CN2[C@@H](CCC2)O)F)F